COC=1C(=C(C(=CC1)C)C=1C=2N(C3=CC(=NC=C3C1)NC(=O)C1CC1)C=CN2)C N-[4-(3-methoxy-2,6-dimethylphenyl)imidazo[1,2-a]1,6-naphthyridin-8-yl]cyclopropanecarboxamide